N-butyl-diphenylamine C(CCC)N(C1=CC=CC=C1)C1=CC=CC=C1